O=C1NC(CCC1N1C(C2=CC=CC(=C2C1=O)C1NCCC1CC1N(CCNC1)C(C(=O)N)CC=O)=O)=O ((1-(2-(2-(2,6-dioxopiperidin-3-yl)-1,3-dioxoisoindol-4-yl)pyrrolidin-3-yl)methyl)piperazin-1-yl)4-oxobutanamide